tert-butyl 4-(8-methyl-2-methylsulfinyl-7-oxo-pyrido[2,3-d]pyrimidin-6-yl)-3-phenyl-piperazine-1-carboxylate CN1C(C(=CC2=C1N=C(N=C2)S(=O)C)N2C(CN(CC2)C(=O)OC(C)(C)C)C2=CC=CC=C2)=O